BrC1=C(C=CC=C1N1C2=CC=C3C(=C2C=2C=C4C(=CC12)C=CN=C4)C=CN=C3)N(C=3C=4C=CC=NC4C=CC3)C3=C4C=CC=NC4=CC=C3 N-(2-bromo-3-(7H-dipyrido[4,3-b:4',3'-g]carbazol-7-yl)phenyl)-N-(quinolin-5-yl)quinolin-5-amine